(diethylamino)propiophenone C(C)N(CC)C(C(=O)C1=CC=CC=C1)C